FC=1C=C(C(=NC1)OC)[C@@H]1N(CCC1)C=1C=CC=2N(N1)C(=CN2)C=2N=NN(C2)C[C@@H](C)O (R)-1-(4-(6-((R)-2-(5-fluoro-2-methoxypyridin-3-yl)pyrrolidin-1-yl)imidazo[1,2-b]pyridazin-3-yl)-1H-1,2,3-triazol-1-yl)propan-2-ol